N-[(2S)-5-[[(1R,2S)-2-(4-fluorophenyl)cyclopropyl]amino]-1-(azetidin-4-yl)-1-oxopentan-2-yl]-4-(1H-pyrazol-1-yl)benzamide trifluoroacetic acid salt FC(C(=O)O)(F)F.FC1=CC=C(C=C1)[C@H]1[C@@H](C1)NCCC[C@@H](C(=O)C1CCN1)NC(C1=CC=C(C=C1)N1N=CC=C1)=O